3-(trifluoromethyl)-4,5,6,7-tetrahydroindazol-7-ol FC(C1=NNC=2C(CCCC12)O)(F)F